C(=N)C1CN(C1)C(=O)OC(C)(C)C tert-Butyl 3-methanimidoylazetidine-1-carboxylate